[H-].C1(C=CC=C1)[Zr+](CC(C)(C)C)C1C=CC=C1 bis(cyclopentadienyl)-neopentylzirconium hydride